(1,4-Dihydroxycyclohexyl)-(4-hydroxyphenyl)methanone OC1(CCC(CC1)O)C(=O)C1=CC=C(C=C1)O